N-(2-(4-((1S,4S)-2-oxa-5-azabicyclo[2.2.1]heptan-5-yl)piperidin-1-yl)-5-((6-((R)-3-(3,5-difluorophenyl)isooxazolidin-2-yl)pyrimidin-4-yl)amino)-6-methoxypyridin-3-yl)acrylamide [C@@H]12OC[C@@H](N(C1)C1CCN(CC1)C1=NC(=C(C=C1NC(C=C)=O)NC1=NC=NC(=C1)N1OCC[C@@H]1C1=CC(=CC(=C1)F)F)OC)C2